NC(CN1N=CC=C1C(=O)OCC)=O ethyl 1-(2-amino-2-oxoethyl)-1H-pyrazole-5-carboxylate